cis-9-hexadecenol acetate ((Z)-9-Hexadecenyl-acetate) C(CCCCCCC\C=C/CCCCCC)CC(=O)O.C(C)(=O)O.C(CCCCCCC\C=C/CCCCCC)O